di-tert-butyl (2R,4R)-4-((6-chloro-5-fluoro-4-methylpyridin-2-yl)methyl)-2-methylpiperidine-1,4-dicarboxylate ClC1=C(C(=CC(=N1)C[C@@]1(C[C@H](N(CC1)C(=O)OC(C)(C)C)C)C(=O)OC(C)(C)C)C)F